(R)-1-ethyl-2-(methoxymethyl)piperazine C(C)N1[C@H](CNCC1)COC